Vinylene Trithiocarbonate C1(SC=CS1)=S